COC(C1=CC(=CC=C1)C1=NC2=C(N1CCC)C=CC=C2)=O.ClC2=NC=C(C1=CC(=C(C=C21)F)F)C(C)=O 1-(1-chloro-6,7-difluoroisoquinolin-4-yl)ethanone Methyl-3-(1-propyl-1H-benzo[d]imidazol-2-yl)benzoate